OC=1C=C(C=C(C1O)O)C=CC1=CC=CC=C1 3,4,5-trihydroxy-1,2-diphenylethylene